N-(2-((1r,3S)-3-aminocyclobutyl)ethyl)-6-((2S,6R)-2,6-dimethylmorpholino)naphthalen-2-amine NC1CC(C1)CCNC1=CC2=CC=C(C=C2C=C1)N1C[C@@H](O[C@@H](C1)C)C